[Na+].FC(C(=O)[O-])(C(C(C(C(F)(F)F)(F)F)(F)F)(F)F)F perfluorohexanoic acid sodium salt